FC=1C(NC(N(C1)[C@H]1C[C@@H]([C@H](O1)[C@@H](C=C)O[P@@](=O)(OC1=CC=CC=C1)N[C@@H](C)C(=O)OCC(CC)CC)O)=O)=O 2-ethylbutyl ((R)-(((R)-1-((2S,3S,5R)-5-(5-fluoro-2,4-dioxo-3,4-dihydropyrimidin-1(2H)-yl)-3-hydroxytetrahydrofuran-2-yl)allyl)oxy)(phenoxy)phosphoryl)-L-alaninate